FC=1C=CC=C2CN(C=3C(=CC=CC3C12)NC1=C(N=NC=C1)C(=O)NC([2H])([2H])[2H])C 4-((10-fluoro-5-methyl-5,6-dihydrophenanthridin-4-yl)amino)-N-(methyl-d3)pyridazine-3-carboxamide